C(C)(C)(C)OC(N(C=1C=NC=C(C1C)B1OC(C(O1)(C)C)(C)C)C)=O methyl-(4-methyl-5-(4,4,5,5-tetramethyl-1,3,2-dioxaborolan-2-yl)pyridin-3-yl)carbamic acid tert-butyl ester